(2S,5S)-4-(2-(R or S)-cyclopropyl-3,3-difluoro-2-methylpropanoyl)-2,3,4,5-tetrahydro-2,5-methanopyrido[3,4-f][1,4]oxazepine-9-carbonitrile C1(CC1)[C@](C(=O)N1C[C@H]2OC3=C([C@@H]1C2)C=NC=C3C#N)(C(F)F)C |o1:3|